3-((3-(4-chlorophenethyl)-3-(ethoxymethyl)pyrrolidin-1-yl)methyl)pyridine ClC1=CC=C(CCC2(CN(CC2)CC=2C=NC=CC2)COCC)C=C1